[Na+].[Na+].[Co+2].C(CN(CC(=O)[O-])CC(=O)[O-])N(CC(=O)[O-])CC(=O)[O-] ethylenediaminetetraacetic acid cobalt disodium salt